10,13-Dimethyl-l-7-((R)-6-methylheptan-2-yl)-2,3,4,7,8,9,10,11,12,13,14,15,16,17-tetradecahydro-1H-cyclopenta[a]phenanthren CC12C3CCC4(CCCC4C3C(C=C2CCCC1)[C@H](C)CCCC(C)C)C